2-{2-[2-(1-chlorocyclopropyl)-3-(2-chlorophenyl)-2-hydroxypropyl]hydrazono}acetic acid ClC1(CC1)C(CNN=CC(=O)O)(CC1=C(C=CC=C1)Cl)O